O.[O-]P([O-])(=O)OP(=O)([O-])OP(=O)(O)O.[Na+].[Na+].[Na+] Trisodium triphosphate salt hydrate